C(C=C)(=O)N1CCN(CC1)C=1C=C(C=CC1)C1=CC2=C(C(=NO2)NS(=O)(=O)C2=C(C=CC=C2OC)OC)C(=C1)OC N-(6-(3-(4-acryloylpiperazin-1-yl)phenyl)-4-methoxybenzo[d]isoxazol-3-yl)-2,6-dimethoxybenzenesulfonamide